FC=1C=C(C=NC1)C1CC=NN1C(=O)C12CC(C1)(C2)COC=2N=CC(=NC2)C#N 5-((3-(5-(5-fluoropyridin-3-yl)-4,5-dihydro-1H-pyrazole-1-carbonyl)bicyclo[1.1.1]-pentan-1-yl)methoxy)pyrazine-2-carbonitrile